C(C1=CC=CC=C1)OCC[C@@H](CCC(=O)N(C)C)NS(=O)(=O)C1=CC=C(C=C1)C (R)-6-(benzyloxy)-N,N-dimethyl-4-((4-methylphenyl)sulfonylamino)hexanamide